BrC=1C=CC(=NC1F)CC(C#N)C(C)=O 2-[(5-bromo-6-fluoropyridin-2-yl)methyl]-3-oxobutanenitrile